3-bromo-1-cyclopentyl-6-fluoro-2-(hydroxymethyl)-7-(2-((tetrahydro-2H-pyran-2-yl)oxy)ethyl)-1,8-naphthyridin-4(1H)-one BrC1=C(N(C2=NC(=C(C=C2C1=O)F)CCOC1OCCCC1)C1CCCC1)CO